(1R,2S)-1-(2-cyanophenyl)-1-(1-(2-morpholinoethyl)-1H-pyrazol-4-yl)propan C(#N)C1=C(C=CC=C1)[C@@H](CC)C=1C=NN(C1)CCN1CCOCC1